3,5-DIMETHYLADAMANTANE-1-carbonyl chloride CC12CC3(CC(CC(C1)(C3)C)C2)C(=O)Cl